3-(2-((tert-butyl-dimethylsilyl)oxy)ethoxy)-2-chloropyridin-4-amine [Si](C)(C)(C(C)(C)C)OCCOC=1C(=NC=CC1N)Cl